FC=1C=C(C=CC1)S(=O)(=O)C(C)(C)C1CCN(CC1)C(=O)NC1=NN(C=C1)C 4-(2-((3-fluorophenyl)sulfonyl)propan-2-yl)-N-(1-methyl-1H-pyrazol-3-yl)piperidine-1-carboxamide